Tert-butyl ((1r,3r)-3-((5-methylisoxazol-3-yl)oxy)cyclobutyl)carbamate CC1=CC(=NO1)OC1CC(C1)NC(OC(C)(C)C)=O